Cl.ClC=1C=C2CC(C(C2=CC1)(C)C)N 5-chloro-1,1-dimethyl-2,3-dihydro-1H-inden-2-amine hydrochloride